(S)-5-(2-azidopropyl)benzo[d][1,3]dioxole N(=[N+]=[N-])[C@H](CC1=CC2=C(OCO2)C=C1)C